Ethyl 3-[2-fluoro-3-[1-[2-[2-fluoro-5-[(6-fluoro-4-methylsulfonyl-1H-indol-5-yl)oxy]phenyl]oxazol-4-yl]ethyl]phenyl]propanoate FC1=C(C=CC=C1C(C)C=1N=C(OC1)C1=C(C=CC(=C1)OC=1C(=C2C=CNC2=CC1F)S(=O)(=O)C)F)CCC(=O)OCC